methyl 5-((4-(sec-butylamino)-5-fluoropyrimidin-2-yl)amino)-2-(4,4,5,5-tetramethyl-1,3,2-dioxaborolan-2-yl)-benzoate C(C)(CC)NC1=NC(=NC=C1F)NC=1C=CC(=C(C(=O)OC)C1)B1OC(C(O1)(C)C)(C)C